1,7-Dichloro-heptan-4-one ClCCCC(CCCCl)=O